[In].[Cu].[Sn] tin copper indium